2-(4-((6-fluoro-2-oxo-2,3-dihydro-1H-benzo[d]imidazol-1-yl)methyl)phenyl)acetic acid tert-butyl ester C(C)(C)(C)OC(CC1=CC=C(C=C1)CN1C(NC2=C1C=C(C=C2)F)=O)=O